2-amino-1,9-dihydro-9-[(1S,3R,4S)-4-hydroxy-3-((S)-((S)-1-methoxycarbonylethylamino-(4-methyl-phenyl)oxy-phosphoryl)-oxymethyl)-2-methylenecyclopentyl]-6H-purin-6-one NC=1NC(C=2N=CN(C2N1)[C@@H]1C([C@@H]([C@H](C1)O)CO[P@](=O)(OC1=CC=C(C=C1)C)N[C@@H](C)C(=O)OC)=C)=O